N-(6-amino-5-methyl-3-pyridyl)-2-[(2S,5R)-5-methyl-2-(3,4,5-trifluorophenyl)-1-piperidyl]-2-oxo-acetamide NC1=C(C=C(C=N1)NC(C(=O)N1[C@@H](CC[C@H](C1)C)C1=CC(=C(C(=C1)F)F)F)=O)C